BrC=1C=C2C=NN(C2=CC1)CC(F)(F)F 5-bromo-1-(2,2,2-trifluoroethyl)indazole